1-{4-[4-(1-aminocyclopropyl)phenyl]-piperazin-1-yl}ethan-1-one NC1(CC1)C1=CC=C(C=C1)N1CCN(CC1)C(C)=O